C(C)OC(CC1=C(C(=CC=C1)N(C)CC(=O)C=1C=C(C2=C(C=CO2)C1F)Br)OCOC)=O 2-(3-((2-(7-Bromo-4-fluorobenzofuran-5-yl)-2-oxoethyl)(methyl)amino)-2-(methoxymethoxy)phenyl)acetic acid ethyl ester